BrC=1C=CC=C2C1N(C(C21OC(C2=CC=CC=C2C1)=O)=O)C 7-bromo-1-methyl-spiro[indoline-3,3'-isochromane]-1',2-dione